1-(4-(2-(6-(3-((dimethylamino)methyl)imidazo[1,2-a]pyridin-6-yl)-2,3-difluorophenoxy)ethyl)-1,5-dimethyl-1H-pyrazol-3-yl)ethan-1-ol CN(C)CC1=CN=C2N1C=C(C=C2)C2=CC=C(C(=C2OCCC=2C(=NN(C2C)C)C(C)O)F)F